6-(4-methoxyphenyl)-6H-indeno[1,2-c]isoquinoline COC1=CC=C(C=C1)N1C=C2C=CC=CC2=C2C1=C1C=CC=CC1=C2